C(CCCCCCCCCCC)OC1=CSC=C1 3-dodecyloxythiophene